Cl.BrN1C=NC2=C1C=CC=C2 3-bromobenzimidazole hydrochloride